ClC1=NC=CC=C1OC1=CC(=NC=N1)OC1=C(C=CC=C1)/C(/C(=O)OC)=C\OC methyl (E)-2-[2-[6-(2-chloro-pyridin-3-yloxy)pyrimidin-4-yloxy]phenyl]-3-methoxyacrylate